N-(4-(7-amino-3-cyclobutyl-2,4-dioxo-2,3,4,5-tetrahydro-1H-imidazo[4,5-d]pyridazin-1-yl)benzyl)-5-fluoro-2-methoxybenzamide NC1=NNC(C2=C1N(C(N2C2CCC2)=O)C2=CC=C(CNC(C1=C(C=CC(=C1)F)OC)=O)C=C2)=O